1-Cyclopropyl-6-fluoro-8-(5-fluoro-3-methyl-1H-indol-7-yl)-9-methoxy-4,4-dimethyl-5H-[1,2,4]triazolo[4,3-a]quinoxaline C1(CC1)C1=NN=C2N1C1=C(C(=CC(=C1NC2(C)C)F)C=2C=C(C=C1C(=CNC21)C)F)OC